ClC1=NC=C(N=C1)COC1=NC=CC(=C1)C1=NOC(=N1)C(F)(F)F 2-chloro-5-[({4-[5-(trifluoromethyl)-1,2,4-oxadiazol-3-yl]pyridin-2-yl}oxy)methyl]pyrazine